IC1(C(C(=CC=C1)[N+](=O)[O-])CC(=O)O)CC(=O)O.C1CCC2=C(C=CC=C12)C1=C(C=C2C(=N1)C(=NN2)C=2C=NN(C2)C2CN(C2)C(=O)[C@@H]2C[C@@H](C2)O)OC (3-(4-(5-(2,3-dihydro-1H-inden-4-yl)-6-methoxy-1H-pyrazolo[4,3-b]pyridin-3-yl)-1H-pyrazol-1-yl)azetidin-1-yl)((cis)-3-hydroxycyclobutyl)methanone 1-Iodo-3-nitrobenzenediacetate